NC1CC(C1)CC1CCN(CC1)C=1C=CC(=NC1)C(=O)NC1C(C(C1(C)C)OC1=CC(=C(C=C1)C#N)Cl)(C)C 5-[4-[(3-aminocyclobutyl)methyl]-1-piperidyl]-N-[3-(3-chloro-4-cyano-phenoxy)-2,2,4,4-tetramethylcyclobutyl]pyridine-2-carboxamide